tris(bisBenzylideneacetone) dipalladium (0) [Pd].[Pd].C(C1=CC=CC=C1)=CC(=O)C=CC1=CC=CC=C1.C(C1=CC=CC=C1)=CC(=O)C=CC1=CC=CC=C1.C(C1=CC=CC=C1)=CC(=O)C=CC1=CC=CC=C1